tert-butyl (R)-4-(1-((6-methoxy-2-methyl-2H-indazol-5-yl)carbamoyl)-2,3-dihydro-1H-pyrrolo[2,3-b]pyridin-4-yl)-2-methylpiperazine-1-carboxylate COC=1C(=CC2=CN(N=C2C1)C)NC(=O)N1CCC=2C1=NC=CC2N2C[C@H](N(CC2)C(=O)OC(C)(C)C)C